(2S,4R)-2-((2S,4R)-4-(4-(tert-butyl)phenyl)-2-methylpiperidine-1-carbonyl)-7-oxa-5-azaspiro[3.4]octan-6-one C(C)(C)(C)C1=CC=C(C=C1)[C@H]1C[C@@H](N(CC1)C(=O)C1CC2(C1)NC(OC2)=O)C